iron luteolin O1C(=CC(=O)C=2C(O)=CC(O)=CC12)C1=CC(O)=C(O)C=C1.[Fe]